O=C1NC2=CC=CC=C2C(=C1C(=O)O)C(=O)O 1,2-dihydro-2-oxo-3,4-quinolinedicarboxylic acid